FC(C1=CC=C(C=N1)CO)(F)F [6-(trifluoromethyl)pyridin-3-yl]methanol